FC=1C=CC(=NC1)C1=NC=CC=C1 5'-fluoro-[2,2'-bipyridin]